C(CCCCC)OC1=CC=C(C=CC2=CC(=NC=C2)C2=NC=CC(=C2)C=CC2=CC=C(C=C2)OCCCCCC)C=C1 4,4'-bis(p-hexyloxystyryl)-2,2-bipyridine